FC(C1=CC=CC(=N1)NC(=O)C1=CC2=CN(N=C2C=C1OC(C)C)C[C@H]1COCC1)F (S)-N-(6-(difluoromethyl)pyridin-2-yl)-6-isopropoxy-2-((tetrahydrofuran-3-yl)methyl)-2H-indazole-5-carboxamide